ClC1=CC=C(C=C1)\C=C\1/CCC(C1(O)CN1N=CN=C1)(C)C (5E)-5-[(4-chlorophenyl)methylene]-2,2-dimethyl-1-(1H-1,2,4-triazol-1-ylmethyl)cyclopentanol